bis-(3-(triethoxy)silylpropyl)ethane sodium [1,2-13C2]acetate [13C]([13CH3])(=O)[O-].[Na+].C(C)O[Si](CCCC(C)CCC[Si](OCC)(OCC)OCC)(OCC)OCC